OC(CN1C2=C(N(C([C@H](CC1)NC(OCCCC)=O)=O)C)C=CC=C2F)CO butyl ((3S)-6-(2,3-dihydroxypropyl)-7-fluoro-1-methyl-2-oxo-1,2,3,4,5,6-hexahydrobenzo[b][1,4]diazocin-3-yl)carbamate